NC1=CC(=CC=2[C@@H]([C@H](OC21)C2CC2)C2=CC=CC=C2)[C@@H](CC(=O)OCC)C |&1:19| rac-ethyl 3-((2R,3S)-7-amino-2-cyclopropyl-3-phenyl-2,3-dihydrobenzofuran-5-yl)butanoate